methyl 4-((t-butyldimethylsilyl)oxy)-3-((2-formylphenoxy)methyl)benzoate [Si](C)(C)(C(C)(C)C)OC1=C(C=C(C(=O)OC)C=C1)COC1=C(C=CC=C1)C=O